CC1=C(OC2=C(C=C3C(=N2)C=NN3CC(C)(C)F)C=3C2=C(C(N(C3)C)=O)NC(=C2)C(=O)NCC)C(=CC=C1)C 4-(5-(2,6-dimethylphenoxy)-1-(2-fluoro-2-methylpropyl)-1H-pyrazolo[4,3-b]pyridin-6-yl)-N-ethyl-6-methyl-7-oxo-6,7-dihydro-1H-pyrrolo[2,3-c]pyridine-2-carboxamide